BrC=1C=CC=C2C3=C(NC12)N=CN=C3N 8-bromo-9H-pyrimido[4,5-b]Indol-4-amine